COC=1C=C(C=CC1N1CC2(C1)CNC2)NC=2N=C(C1=C(N2)SC=C1C)NC1=CC=CC(=N1)C(C)(C)O 2-(6-((2-((3-methoxy-4-(2,6-diazaspiro[3.3]heptan-2-yl)phenyl)amino)-5-methylthieno[2,3-d]pyrimidin-4-yl)amino)pyridin-2-yl)propan-2-ol